C(CCCCCCCCCC)N(CCO)CCO N-undecyl-diethanolamine